C(C)(C)(C)OC(NCCC=1C=C(C2=C(N(C=N2)C)C1C#N)C1=CC=C(C=C1)OC(F)(F)F)=O (2-(7-cyano-1-methyl-4-(4-(trifluoromethoxy)phenyl)-1H-benzo[d]imidazol-6-yl)ethyl)carbamic acid tert-butyl ester